(3R,7S)-2-(3,4-dichlorobenzoyl)-9-((S*)-1-(6-(difluoromethoxy)pyridin-3-yl)ethyl)-N,3-dimethyl-10-oxo-1,2,3,4,7,8,9,10-octahydropyrido[4',3':3,4]pyrazolo[1,5-a]pyrazine-7-carboxamide ClC=1C=C(C(=O)N2CC=3C(=NN4C3C(N(C[C@H]4C(=O)NC)[C@@H](C)C=4C=NC(=CC4)OC(F)F)=O)C[C@H]2C)C=CC1Cl |o1:21|